methyl 6-chloroimidazo[1,5-a]pyrazine-5-carboxylate ClC=1N=CC=2N(C1C(=O)OC)C=NC2